5-(3-methylbut-1-ynyl)-1-tetrahydropyran-2-yl-indazole-6-carbaldehyde CC(C#CC=1C=C2C=NN(C2=CC1C=O)C1OCCCC1)C